N-(2-(1-ethyl-7-oxa-1-azaspiro[4.4]non-3-en-4-yl)thieno[2,3-b]pyridin-4-yl)-6-fluorobenzo[d]thiazol-5-amine C(C)N1CC=C(C12COCC2)C2=CC=1C(=NC=CC1NC=1C(=CC3=C(N=CS3)C1)F)S2